FC(C1=CC=C2C(=CC=NC2=C1)NC1=C(C=C(C=C1)OCCOC)OC)F 7-(difluoromethyl)-N-(2-methoxy-4-(2-methoxyethoxy)phenyl)quinolin-4-amine